CN(C(=O)C1=NN2C(CN(CCC2)C(=O)OC(C)(C)C)=C1C(C)C)C tert-butyl 2-(dimethylcarbamoyl)-3-isopropyl-7,8-dihydro-4H-pyrazolo[1,5-a][1,4]diazepine-5(6H)-carboxylate